NC1=NC(=CC(=N1)NCCCC)CC=1C(=NC(=CC1)CN1CCCC1)OC 2-amino-4-(butylamino)-6-((2-methoxy-6-(pyrrolidin-1-ylmethyl)pyridin-3-yl)methyl)pyrimidine